(cis)-tert-butyl 1-benzyl-3,3-difluorohexahydro-1H-pyrrolo[2,3-c]pyridine-6(2H)-carboxylate C(C1=CC=CC=C1)N1CC([C@@H]2[C@H]1CN(CC2)C(=O)OC(C)(C)C)(F)F